C(C1=CC=CC=C1)OCCOCCOCCCC(C(C(=O)OC)C#N)=O methyl 6-(2-(2-(benzyloxy)ethoxy)ethoxy)-2-cyano-3-oxohexanoate